propyl-octadecyl-dimethyl-ammonium chloride [Cl-].C(CC)[N+](C)(C)CCCCCCCCCCCCCCCCCC